FC=1C=C(C=CC1OC1=C2C(=NC=C1)NC(N2C(C)C)=O)C2=NN(C(=C2C(=O)N)C(F)(F)F)C2=NC=NC=C2 (3-fluoro-4-((1-isopropyl-2-keto-2,3-dihydro-1H-imidazo[4,5-b]pyridin-7-yl)oxy)phenyl)-1-(pyrimidin-4-yl)-5-(trifluoromethyl)-1H-pyrazole-4-carboxamide